N-(2-(3-amino-2-methylphenyl)-3-chloropyridin-4-yl)-1,5-dimethyl-4,5,6,7-tetrahydro-1H-imidazo[4,5-c]pyridine-2-carboxamide NC=1C(=C(C=CC1)C1=NC=CC(=C1Cl)NC(=O)C=1N(C2=C(CN(CC2)C)N1)C)C